methyl 2-(6-(4-(5-(4-chloro-3,5-difluorophenyl)-7,7-dimethyl-6,7-dihydro-5H-pyrrolo[2,3-b]pyrazine-2-carbonyl)-3,3-dimethylpiperazin-1-yl)pyridin-3-yl)acetate ClC1=C(C=C(C=C1F)N1CC(C=2C1=NC=C(N2)C(=O)N2C(CN(CC2)C2=CC=C(C=N2)CC(=O)OC)(C)C)(C)C)F